FC(C=1C=CC=C2CCNC12)(F)F 7-(trifluoromethyl)indolin